4-fluoro-N-[3-[4-(6-fluoro-1,2-benzisoxazol-3-yl)piperidin-1-yl]propyl]-N-(oxetan-3-yl)benzenesulfonamide FC1=CC=C(C=C1)S(=O)(=O)N(C1COC1)CCCN1CCC(CC1)C1=NOC2=C1C=CC(=C2)F